COC(=O)C1(N(CCC1)C(=O)OCC1=CC=CC=C1)OC(C)(C)C (tert-butoxy)pyrrolidine-1,2-dicarboxylic acid 1-benzyl ester 2-methyl ester